8-Chloro-1-[trans-4-(pyridin-2-yloxy)cyclohexyl]-4H-[1,2,4]triazolo[4,3-a][1]benzazepin-5(6H)-on ClC=1C=CC2=C(CC(CC=3N2C(=NN3)[C@@H]3CC[C@H](CC3)OC3=NC=CC=C3)=O)C1